FC1(CC=CCC1)F 4,4-difluorocyclohexene